4-chloro-5-nitro-pyridine-3-carbonyl chloride ClC1=C(C=NC=C1[N+](=O)[O-])C(=O)Cl